C(C1=CC=CC=C1)SC1=CC2=C(N=C(N=C2N[C@H](C)C2=C(C(=CC=C2)C(F)F)F)C)C=N1 (R)-6-(benzylthio)-N-(1-(3-(difluoromethyl)-2-fluorophenyl)ethyl)-2-methylpyrido[3,4-d]pyrimidin-4-amine